FCCOC1=CC=C(C=N1)N1N=C2C(=C1)CNC2=O 2-(6-(2-Fluoroethoxy)pyridin-3-yl)-4,5-dihydropyrrolo[3,4-c]pyrazol-6(2H)-one